3-[(1R,4S,6S)-5-(1-benzothiophene-2-carbonyl)-5-azaspiro[bicyclo[2.2.1]heptane-2,1'-cyclopropan]-6-ylformamido]-N-cyclopropyl-2-oxo-4-[(3S)-2-oxopyrrolidin-3-yl]butanamide S1C(=CC2=C1C=CC=C2)C(=O)N2[C@@H]1CC3(CC3)[C@H]([C@H]2C(=O)NC(C(C(=O)NC2CC2)=O)C[C@H]2C(NCC2)=O)C1